N1CCCC2=NC=CC=C12 tetrahydro1,5-naphthyridine